1-((2S,4R)-4-amino-6-bromo-2-methyl-3,4-dihydroquinolin-1(2H)-yl)ethan-1-one N[C@@H]1C[C@@H](N(C2=CC=C(C=C12)Br)C(C)=O)C